FC=1C=C2C(=NNC2=CC1F)C1=CC=C(C(=N1)C)NC(C)=O N-[6-(5,6-difluoro-1H-indazol-3-yl)-2-methyl-pyridin-3-yl]acetamide